FC1=C(C(=O)OC)C=C(C(=C1)OC)B1OC(C(O1)(C)C)(C)C Methyl 2-fluoro-4-methoxy-5-(4,4,5,5-tetramethyl-1,3,2-dioxaborolan-2-yl)benzoate